Cl.Cl.NC1(CC1)C1=CC(=C(C=C1)C=1N=C2SC3=C(N2C1)C=CC(=C3)C(=O)NCCCN3CCC(CC3)F)F 2-(4-(1-aminocyclopropyl)-2-fluorophenyl)-N-(3-(4-fluoropiperidin-1-yl)propyl)benzo[d]imidazo[2,1-b]thiazole-7-carboxamide dihydrochloride